C(C(=C)C)(=O)OCCC(C(=O)O)CC(=O)O.C(C(=C)C)(=O)N.N[C@H](CC1=CC=CC=C1)C(=O)O D-phenylalanine-methacrylamide Mono-2-(methacryloyloxy)ethylsuccinate